COC1=NCCN(C1)C(=O)OC(C)(C)C tert-butyl 5-methoxy-3,6-dihydropyrazin-1(2H)-carboxylate